4-(2,6-Bis(benzyloxy)-4-(cyclopropylmethyl)phenyl)-1-ethyl-5-methylindolin-2-one C(C1=CC=CC=C1)OC1=C(C(=CC(=C1)CC1CC1)OCC1=CC=CC=C1)C1=C2CC(N(C2=CC=C1C)CC)=O